4-Methoxyphenyl 4-((6-(acryloyloxy) hexyl)oxy)benzoate C(C=C)(=O)OCCCCCCOC1=CC=C(C(=O)OC2=CC=C(C=C2)OC)C=C1